zirconium glutamate methyl-3-(9-((4-(aminomethyl)-2,6-dimethylphenyl)carbamoyl)-4,5-dihydrobenzo[b]thieno[2,3-d]oxepin-8-yl)-6-(piperidin-1-yl)picolinate CC1=C(C(=NC(=C1)N1CCCCC1)C(=O)[O-])C=1C(=CC2=C(OCCC3=C2SC=C3)C1)C(NC1=C(C=C(C=C1C)CN)C)=O.N[C@@H](CCC(=O)[O-])C(=O)[O-].[Zr+3]